N\C(=C/C(=O)OCC)\C1=NC=CC=C1 Ethyl (Z)-3-amino-3-(2-pyridyl)prop-2-enoate